5-fluoro-N-(4-(4-(1-methylpiperidin-4-yl)piperazin-1-yl)phenyl)-4-(1-isopropyl-1H-pyrazol-4-yl)pyrimidin-2-amine FC=1C(=NC(=NC1)NC1=CC=C(C=C1)N1CCN(CC1)C1CCN(CC1)C)C=1C=NN(C1)C(C)C